CC1(CC1)C1=CC(NC=N1)=O 6-(1-methylcyclopropyl)pyrimidin-4(3H)-one